C(CCC)C1=CC=C(C=C1)C1=C(C(=O)O)C=C(C(=C1)C(=O)O)C1=CC=C(C=C1)CCCC 2,5-bis(4-n-butylphenyl)terephthalic acid